C(C)OC(=O)C1=NC=C(C=C1C(=O)OCC)CC 5-ethylpyridine-2,3-dicarboxylic acid diethyl ester